C(C)(=O)C=1C=C(C=C2C(N(C(=NC12)C1CCOCC1)C)=O)Cl 8-acetyl-6-chloro-3-methyl-2-tetrahydropyran-4-yl-quinazolin-4-one